5-methyl-2-pyridinecarboxamide CC=1C=CC(=NC1)C(=O)N